N1=CN=CC2=C1CC1CCC2N1 (±)-6,7,8,9-tetrahydro-5H-5,8-epiminocyclohepta[d]pyrimidine